CC(C)(C)[S@@](=O)N[C@@H]1CCCC12CCN(CC2)C=2N(C(C(=CN2)SC=2C=1N(C=CC2)N=CC1)=C=O)C (R)-2-methyl-N-((R)-8-(1-methyl-6-carbonyl-5-(pyrazolo[1,5-a]pyridin-4-ylsulfanyl)-1,6-dihydropyrimidin-2-yl)-8-azaspiro[4.5]decan-1-yl)propane-2-sulfinamide